FC1=C(C=CC=C1O)C1(CC1)C#N 1-(2-fluoro-3-hydroxyphenyl)cyclopropanecarbonitrile